ClC1=CC=CC(=N1)C(CNC(=O)C=1SC(=NN1)C=1C(=NC(=CC1)F)F)(C)C=1C=NN(C1)C N-[2-(6-chloro-2-pyridyl)-2-(1-methylpyrazol-4-yl)propyl]-5-(2,6-difluoro-3-pyridyl)-1,3,4-thiadiazole-2-carboxamide